C1(=CC=CC2=CC=C3C=C4C=CC=CC4=CC3=C12)C(O)C1C(OCO1)CO α'-tetraphenyldioxolane-4,5-dimethanol